(S)-3-((tert-butoxycarbonyl)amino)-4-(difluoromethylene)cyclopent-1-ene-1-carboxylic acid methyl ester COC(=O)C1=C[C@@H](C(C1)=C(F)F)NC(=O)OC(C)(C)C